C(C)(C)(C)OC(=O)N1CCN(CC1)C1=C(C=C(C=C1)[N+](=O)[O-])CC(=O)O[C@H](C)CC (R)-4-(2-(2-(sec-butoxy)-2-oxoethyl)-4-nitrophenyl)piperazine-1-carboxylic acid tert-butyl ester